ClC1=NN2C(C(=N1)N[C@H](C)C1=CC=CC=C1)=NC=C2[C@H]2[C@@H]([C@@H]([C@H](O2)COP(=O)(O)CP(O)(O)=O)O)O [({[(2R,3S,4R,5S)-5-(2-chloro-4-{[(1R)-1-phenylethyl]amino}imidazo[2,1-f][1,2,4]triazin-7-yl)-3,4-dihydroxyoxolan-2-yl]methoxy}(hydroxy)phosphoryl)methyl]phosphonic Acid